5-(4-aminophenyl)-1,3,4-oxadiazol-2-amine NC1=CC=C(C=C1)C1=NN=C(O1)N